(2S)-2-[[5-chloro-4-(4-phenylindan-1-yl)oxy-2-(3-pyridylmethoxy)phenyl]methylamino]-3-hydroxypropionic acid ClC=1C(=CC(=C(C1)CN[C@H](C(=O)O)CO)OCC=1C=NC=CC1)OC1CCC2=C(C=CC=C12)C1=CC=CC=C1